ClC1=C(C(=CC=C1)F)N1N=CC2=C1COC[C@@H]2NC(=O)C2=NC=C(C(=C2)C)C (R)-N-(1-(2-chloro-6-fluorophenyl)-1,4,5,7-tetrahydropyrano[3,4-c]pyrazol-4-yl)-4,5-dimethylpyridinecarboxamide